8-bromo-7-fluoro-2,3-dimethyl-5-phenyl-2,3,4,5-tetrahydrobenzo[f][1,2,5]thiadiazepine 1,1-dioxide BrC1=CC2=C(N(CC(N(S2(=O)=O)C)C)C2=CC=CC=C2)C=C1F